FC=1C(=NC(=NC1)NC=1C=NN(C1)CC1(CC1)O)N1C=C(C2=CC(=CC=C12)NC(C=C)=O)C N-[1-[5-fluoro-2-[[1-[(1-hydroxycyclopropyl)methyl]pyrazol-4-yl]amino]pyrimidin-4-yl]-3-methyl-indol-5-yl]prop-2-enamide